NCCCNC(CCCCN=[N+]=[N-])=O N-(3-aminopropyl)-5-azidopentanamide